ClC=1N=C2C(=C(C(N(C2=CC1)C)=O)C#N)N1CCN(CC1)CC1=CC=C(C=C1)OC 6-chloro-4-{4-[(4-methoxyphenyl)methyl]piperazin-1-yl}-1-methyl-2-oxo-1,2-dihydro-1,5-naphthyridine-3-carbonitrile